(3-((3-isopropyl-6-methylcyclohex-2-en-1-yl)thio)propyl)trimethoxysilane C(C)(C)C1=CC(C(CC1)C)SCCC[Si](OC)(OC)OC